Tert-butyl N-[2-[2-[3-[2-(2,6-dioxo-3-piperidyl)-1,3-dioxo-isoindolin-4-yl]propoxy]ethoxy] ethyl]-N-methyl-carbamate O=C1NC(CCC1N1C(C2=CC=CC(=C2C1=O)CCCOCCOCCN(C(OC(C)(C)C)=O)C)=O)=O